3-(trimethoxysilyl)propylmethacrylate CO[Si](CCCOC(C(=C)C)=O)(OC)OC